(4-(3-fluoro-4-morpholinophenyl)quinazolin-6-yl)pyrimidin-2-amine FC=1C=C(C=CC1N1CCOCC1)C1=NC=NC2=CC=C(C=C12)C1=NC(=NC=C1)N